(R)-N-(1-(7-(1-acetyl-2,5-dihydro-1H-pyrrol-3-yl)-4-aminopyrrolo[2,1-f][1,2,4]triazin-5-yl)piperidin-3-yl)-5-chloro-3-((1-methylpiperidin-4-yl)oxy)thiophene-2-carboxamide C(C)(=O)N1CC(=CC1)C1=CC(=C2C(=NC=NN21)N)N2C[C@@H](CCC2)NC(=O)C=2SC(=CC2OC2CCN(CC2)C)Cl